5-chloro-2-fluoro-N-[2-fluoro-3-(4,4,5,5-tetramethyl-[1,3,2]dioxaborolan-2-yl)-phenyl]-4-methoxy-benzenesulfonamide ClC=1C(=CC(=C(C1)S(=O)(=O)NC1=C(C(=CC=C1)B1OC(C(O1)(C)C)(C)C)F)F)OC